C(C)OC([C@H]1N(CCC1)C(=O)C=C)=O N-acryl-proline ethyl ester